ClC1=C(C=CC2=C1C(=N[C@H](CN2)C)C2=C(C=CC=C2F)F)Cl (3S)-6,7-dichloro-5-(2,6-difluorophenyl)-3-methyl-1,3-dihydro-1,4-benzodiazepine